C(C)C(COCCCCO)CCC 4-((2-ethylpentyl)oxy)butan-1-ol